5,5-dimethyl-3-(5-{[2-methyl-6-(trifluoromethyl)phenyl]methoxy}pyrimidin-2-yl)imidazolidine-2,4-dione CC1(C(N(C(N1)=O)C1=NC=C(C=N1)OCC1=C(C=CC=C1C(F)(F)F)C)=O)C